BrC1=C(C(=CC=C1)F)C(C)=O 1-(2-Bromo-6-fluoro-phenyl)eth-anone